C(C)(C)(C)OC(=O)NC1[C@@H]2CN(C[C@H]12)CC1CCN(CC1)C(=O)OCC1=CC=CC=C1 benzyl 4-(((1R,5S,6s)-6-((tert-butoxycarbonyl)amino)-3-azabicyclo[3.1.0]hexan-3-yl)methyl)piperidine-1-carboxylate